2-methyl-6,7-dihydro-5H-thieno[3,2-b]pyran-6-amine hydrochloride Cl.CC1=CC=2OCC(CC2S1)N